C(C)NC1=CC(=CC(=N1)N1CC2=C(C=C(C=C2C1=O)CNS(=O)C(C)(C)C)C(F)(F)F)C1=C(C=NN1C)C1=NN=CN1C N-((2-(6-(Ethylamino)-4-(1-methyl-4-(4-methyl-4H-1,2,4-triazol-3-yl)-1H-pyrazol-5-yl)pyridin-2-yl)-3-oxo-7-(trifluoromethyl)isoindolin-5-yl)methyl)-2-methylpropane-2-sulfinamide